C1OCC12CN(C2)C(=O)C2=CC=C(C=C2)[C@@H]2CC1(CC(C1)C#N)CCN2CC2=C1C=CNC1=C(C=C2C2CC2)C (2R,4s,6S)-6-(4-(2-oxa-6-azaspiro[3.3]heptane-6-carbonyl)phenyl)-7-((5-cyclopropyl-7-methyl-1H-indol-4-yl)methyl)-7-azaspiro[3.5]nonane-2-carbonitrile